isopropyl (R)-2-((5-amino-4-(2-((dimethylamino)methyl)pyrrolidin-1-yl)-2-methoxyphenyl)amino)-4-(spiro(cyclopropane-1,3'-pyrrolo[3,2-b]pyridin)-1'(2'H)-yl)pyrimidine-5-carboxylate NC=1C(=CC(=C(C1)NC1=NC=C(C(=N1)N1CC2(C3=NC=CC=C31)CC2)C(=O)OC(C)C)OC)N2[C@H](CCC2)CN(C)C